CN1CC(C1)C(=O)NCCCNC1=NC(=NC=C1C(F)(F)F)NC1=NN(N=C1C)C1CCN(CC1)C 1-methyl-N-(3-((2-((5-methyl-2-(1-methylpiperidin-4-yl)-2H-1,2,3-triazol-4-yl)amino)-5-(trifluoromethyl)pyrimidin-4-yl)amino)propyl)azetidine-3-carboxamide